FC(C=1C=C(C=NC1)COC1CN(C1)C(=O)N1C[C@H](CC1)C(=O)N)(F)F (3S)-1-[3-[[5-(trifluoromethyl)-3-pyridinyl]methoxy]azetidine-1-carbonyl]pyrrolidine-3-carboxamide